(S)-3-(2-cyano-4,4-difluoropyrrolidin-1-yl)-3-oxo-N-(p-tolyl)propanamide C(#N)[C@H]1N(CC(C1)(F)F)C(CC(=O)NC1=CC=C(C=C1)C)=O